5-benzyl-N-((2R,3S)-8-cyano-2,5-dimethyl-4-oxo-2,3,4,5-tetrahydropyrido[3,2-b][1,4]oxazepin-3-yl)-4H-1,2,4-triazole-3-carboxamide C(C1=CC=CC=C1)C=1NC(=NN1)C(=O)N[C@@H]1C(N(C2=C(O[C@@H]1C)C=C(C=N2)C#N)C)=O